C1(CC1)NC(C1=C(C=C(C=C1OC)C1=CN=C2N1C=CC(=C2)OC2CC(CC2)(F)F)OC(F)F)=O N-cyclopropyl-4-[7-(3,3-difluorocyclopentoxy)imidazo[1,2-a]pyridin-3-yl]-2-(difluoromethoxy)-6-methoxy-benzamide